NC1CN(CC1F)C(=O)OCCCC butyl 3-amino-4-fluoro-pyrrolidine-1-carboxylate